2-[(methylsulfanyl)methyl]furan CSCC=1OC=CC1